2-(3-((tetrahydro-2H-pyran-4-yl)methoxy)phenyl)-4-chloro-1H-pyrrolo[2,3-b]pyridine O1CCC(CC1)COC=1C=C(C=CC1)C1=CC=2C(=NC=CC2Cl)N1